S(=O)(=O)(C)ON O-mesyl-hydroxylamine